quinoloneselon N=1C(C(C=C2C=CC=CC12)=[Se])=O